1,1,1,3,3,3-hexafluoropropan-2-yl (S)-1-((6-(methylsulfonamido)pyridin-3-yl)carbamoyl)-6-azaspiro[2.5]octane-6-carboxylate CS(=O)(=O)NC1=CC=C(C=N1)NC(=O)[C@H]1CC12CCN(CC2)C(=O)OC(C(F)(F)F)C(F)(F)F